o-methylaminophenylacetonitrile CNC1=C(C=CC=C1)CC#N